C[C@@H]1COCC2=C1C=C1C(=C2)C(C(C1(C)C)C)(C)C (4S)-4,6,6,7,8,8-hexamethyl-1,3,4,6,7,8-hexahydrocyclopenta[g]-2-benzopyran